COC(=O)/C(=C/[C@H]1C([C@@H]1C(=O)OCC1=C(C(=C(C(=C1F)F)OC)F)CC)(C)C)/C 2-ethyl-4-methoxy-3,5,6-trifluorobenzyl (1R)-trans-3-[(E)-(2-methoxycarbonyl-1-propenyl)]-2,2-dimethylcyclopropanecarboxylate